6-((5-cyanopyridin-3-yl)methyl)-N-(3-(trifluoromethyl)phenyl)-4,5,6,7-tetrahydrothieno[2,3-c]pyridine-3-carboxamide C(#N)C=1C=C(C=NC1)CN1CC2=C(CC1)C(=CS2)C(=O)NC2=CC(=CC=C2)C(F)(F)F